ClC1=C(C=C(OCCCC2=C(N(C3=C(C=CC=C23)C=2C(=NNC2C)C)CCN2CCOCC2)C(=O)OCC)C=C1C)C Ethyl 3-(3-(4-chloro-3,5-dimethylphenoxy)propyl)-7-(3,5-dimethyl-1H-pyrazol-4-yl)-1-(2-morpholinoethyl)-1H-indole-2-carboxylate